(±)-methyl 4-(3-aminotetrahydrofuran-3-yl)-2-bromobenzoate N[C@@]1(COCC1)C1=CC(=C(C(=O)OC)C=C1)Br |r|